NC(CO)CC1=C(C2=NC(=CC(=C2S1)NCC=1OC=CC1)Cl)Br 2-amino-3-(3-bromo-5-chloro-7-{[(furan-2-yl)methyl]amino}thieno[3,2-b]pyridin-2-yl)propan-1-ol